C(C1CO1)OCCC[SiH3] 3-(2,3-epoxypropoxy)propylsilane